N[C@H](C(=O)O)CCS(=O)(=N)CCC1(CCC1)C1=NC=C(C=N1)C1=C(C=C(C=C1)Cl)Cl (2s)-2-amino-4-(2-(1-(5-(2,4-dichlorophenyl)pyrimidin-2-yl)cyclobutyl)ethylsulfonimidoyl)butanoic acid